3-(3-bromo-5-(3-methylbenzoyl-oxy)benzylideneamino)benzoic acid BrC=1C=C(C=NC=2C=C(C(=O)O)C=CC2)C=C(C1)OC(C1=CC(=CC=C1)C)=O